di-isopropoxy-o-xylene C(C)(C)OC=1C(=C(C(=CC1)C)C)OC(C)C